COC(=O)C1=CC2=C(NC(N2)=O)C=C1 2-oxo-2,3-dihydro-1H-benzo[d]Imidazole-5-carboxylic acid methyl ester